(R)-3-(2-(4-(3-chlorophenyl)piperazin-1-yl)ethyl)-2-oxa-8-azaspiro[4.5]Decan-1-one dihydrochloride Cl.Cl.ClC=1C=C(C=CC1)N1CCN(CC1)CC[C@@H]1OC(C2(C1)CCNCC2)=O